O3-tert-butyl O11-ethyl 8,10-dioxo-3-azaspiro[5.5]undecane-3,11-dicarboxylate O=C1CC2(CCN(CC2)C(=O)OC(C)(C)C)C(C(C1)=O)C(=O)OCC